ClC=1C=CC(=C(C1)C1=NNC=C1C=1N=C2C=C(C=NC2=CC1)C=1C=NN(C1)CCNC)F 2-[4-[6-[3-(5-chloro-2-fluoro-phenyl)-1H-pyrazol-4-yl]-1,5-naphthyridin-3-yl]pyrazol-1-yl]-N-methyl-ethanamine